N-(4-(1-(4-methoxyphenyl)-1H-1,2,3-triazol-4-yl)phenyl)acetamide COC1=CC=C(C=C1)N1N=NC(=C1)C1=CC=C(C=C1)NC(C)=O